3-(1-(2-chloro-3-fluorophenyl)cyclopropyl)-5-(5-(difluoromethyl)-1-methyl-1H-pyrazol-3-yl)-1,2,4-oxadiazole ClC1=C(C=CC=C1F)C1(CC1)C1=NOC(=N1)C1=NN(C(=C1)C(F)F)C